NC1=C(CN(CC1)CC1=CC=CC=C1)C(=O)OC methyl 4-amino-1-benzyl-1,2,5,6-tetrahydropyridine-3-carboxylate